O1C(OCC1)CC=1C(=NC(=NC1N[C@H](C)C1=C(C(=CC=C1)C(F)(F)F)C)C)C(=O)O (R)-5-((1,3-dioxolan-2-yl)methyl)-2-methyl-6-((1-(2-methyl-3-(trifluoromethyl)phenyl)ethyl)amino)pyrimidine-4-carboxylic acid